(((4-chlorobenzyl) ((5-nitrothiophen-2-yl) methyl) amino) methyl) pyrrolidine-1-carboxylate N1(CCCC1)C(=O)OCN(CC=1SC(=CC1)[N+](=O)[O-])CC1=CC=C(C=C1)Cl